8-methoxy-3-(4-(dimethylamino)butoxy)-6H-benzo[c]benzopyran-6-one COC=1C=CC2=C(C(OC3=C2C=CC(=C3)OCCCCN(C)C)=O)C1